C(C)(C)(C)OC(=O)N1C[C@H](CC1)[C@@H](C(=O)OC(C)(C)C)CC1=CC=C(C=C1)OCCN (3R)-3-[(2S)-3-[4-(2-aminoethoxy)phenyl]-1-(tert-butoxy)-1-oxopropane-2-yl]pyrrolidine-1-carboxylic acid tert-butyl ester